bis(2,2-dichloroethoxy)ethane ClC(COC(C)OCC(Cl)Cl)Cl